N,N-dipropylbutyramide CCCC(=O)N(CCC)CCC